C[Si](CCC1C(CC1OS(=O)(=O)C1=CC=C(C)C=C1)(C(=O)O)C)(C)C 2-(trimethylsilyl)ethyl-1-methyl-3-(tosyloxy)cyclobutanecarboxylic acid